N-(3-Chloro-4-fluorophenyl)-6-methoxy-7-nitroisoquinolin-1-amine hydrochloride Cl.ClC=1C=C(C=CC1F)NC1=NC=CC2=CC(=C(C=C12)[N+](=O)[O-])OC